C1(CC1)C1=C(C=C(C(=O)O)C=C1)S(NC1=C(C=CC(=C1)C(F)(F)F)C=1C=NC=CC1)(=O)=O 4-cyclopropyl-3-(N-(2-(pyridin-3-yl)-5-(trifluoromethyl)phenyl)sulfamoyl)benzoic Acid